N-{1-[3-(pyridin-2-yl)propyl]hexahydropyridin-4-yl}propanamide N1=C(C=CC=C1)CCCN1CCC(CC1)NC(CC)=O